O1C(=NC2=C1C=CC=C2)C2CCN(CC2)C2=C(C(N(C1=CC(=CC=C21)F)C)=O)C(=O)N 4-[4-(1,3-benzoxazol-2-yl)piperidin-1-yl]-7-fluoro-1-methyl-2-oxo-1,2-dihydroquinoline-3-carboxamide